6-Chloro-2,3-dihydro-phthalazine-1,4-dione ClC=1C=C2C(NNC(C2=CC1)=O)=O